tert-butyl (2S)-2-(2-isopropenylphenyl)pyrrolidine-1-carboxylate C(=C)(C)C1=C(C=CC=C1)[C@H]1N(CCC1)C(=O)OC(C)(C)C